4-(6-(butyl(methyl)amino)pyridin-3-yl)-6,7,9-trimethoxynaphtho[2,3-c]furan-1(3H)-one C(CCC)N(C1=CC=C(C=N1)C1=C2C=C(C(=CC2=C(C=2C(OCC21)=O)OC)OC)OC)C